1-(5-(difluoromethyl)-6-(2-hydroxy-4-(trifluoro-methyl)phenyl)-1,2,4-triazin-3-yl)octahydro-6H-pyrrolo[2,3-c]pyridine-6-carboxylate FC(C=1N=C(N=NC1C1=C(C=C(C=C1)C(F)(F)F)O)N1CCC2C1CN(CC2)C(=O)[O-])F